2-Methyl-N-[(1R)-1-[3-[3-(4-methylpiperazine-1-carbonyl)phenyl]phenyl]ethyl]-5-(4-methylpiperazin-1-yl)benzamide CC1=C(C(=O)N[C@H](C)C2=CC(=CC=C2)C2=CC(=CC=C2)C(=O)N2CCN(CC2)C)C=C(C=C1)N1CCN(CC1)C